1-fluoro-14-(3-fluorophenyl)-8,13,13b,14-tetrahydroindolo[2',3':3,4]pyrido[2,1-b]quinazolin-5(7H)-one FC1=CC=CC=2C(N3C(N(C12)C1=CC(=CC=C1)F)C1=C(CC3)C3=CC=CC=C3N1)=O